(2-ethyl-6-(trifluoromethyl)imidazo[1,2-a]pyrimidin-3-yl)(3-iodo-4-hydroxyphenyl)methanone C(C)C=1N=C2N(C=C(C=N2)C(F)(F)F)C1C(=O)C1=CC(=C(C=C1)O)I